4-(5-chloro-1-methyl-1H-indol-3-yl)-N-(4-fluoro-2-methoxy-5-nitrophenyl)-1,3,5-triazin-2-amine ClC=1C=C2C(=CN(C2=CC1)C)C1=NC(=NC=N1)NC1=C(C=C(C(=C1)[N+](=O)[O-])F)OC